bis[4-(4-nitrophenoxy) phenyl] ether [N+](=O)([O-])C1=CC=C(OC2=CC=C(C=C2)OC2=CC=C(C=C2)OC2=CC=C(C=C2)[N+](=O)[O-])C=C1